1,1'-(hexane-1,6-diyl)bis(3,3'-dimethylurea) C(CCCCCNC(=O)N(C)C)NC(=O)N(C)C